N(=[N+]=[N-])[C@H]1[C@@H](CCN(C12CC2)C(=O)OC(C)(C)C)O |r| tert-Butyl rac-(7R,8R)-8-azido-7-hydroxy-4-azaspiro[2.5]octane-4-carboxylate